COC(C(C)C1=NN(C=C1B1OC(C(O1)(C)C)(C)C)C)=O.OCCCOC1=CC=C(C(/C=C/C2=CC=CC=C2)=O)C=C1 4'-(3-hydroxy-propoxy)chalcone methyl-2-[1-methyl-4-(4,4,5,5-tetramethyl-1,3,2-dioxaborolan-2-yl)-1H-pyrazol-3-yl]propanoate